[6-[6-(trifluoromethyl)-3-pyridinyl]-2-azaspiro[3.3]heptan-2-yl]-[6-[[6-(trifluoromethyl)-3-pyridinyl]methyl]-2-azaspiro[3.3]heptan-2-yl]methanone FC(C1=CC=C(C=N1)C1CC2(CN(C2)C(=O)N2CC3(C2)CC(C3)CC=3C=NC(=CC3)C(F)(F)F)C1)(F)F